3-Cyclopropylmethoxy-5-[1-(3,3-difluoro-azetidin-1-yl)-8,8-dimethyl-5,6-dihydro-8H-7-oxa-2,4,4b,9-tetraaza-fluoren-3-yl]-pyridin-2-ylamine C1(CC1)COC=1C(=NC=C(C1)C=1N=C(C=2N=C3C(OCCN3C2N1)(C)C)N1CC(C1)(F)F)N